OB(C=1C=C(C(=O)N(CCCC[C@@H](C(=O)N)N)CC=2C=CC(=C(C2)B(O)O)F)C=CC1F)O (S)-(5-((3-dihydroxyboryl-N-(5,6-diamino-6-oxohexyl)-4-fluorobenzamido)methyl)-2-fluorophenyl)boronic acid